FC=1C=C(C(=C(N)C1)OC)C1=NOC(=N1)COC 5-fluoro-2-methoxy-3-(5-(methoxymethyl)-1,2,4-oxadiazol-3-yl)aniline